ClC=1C=CC2=C(N=C(O2)[C@](C)(O)C2=CC=C(C=C2)OC)C1 (R)-1-(5-chloro-2-benzoxazolyl)-1-(4-methoxyphenyl)-1-ethanol